2-Hexyldecyl 9-(5-(dimethylamino)-N-(9-((2-hexyldecyl) oxy)-9-oxononyl) pentanamido)-nonadecanoate CN(CCCCC(=O)N(CCCCCCCCC(=O)OCC(CCCCCCCC)CCCCCC)C(CCCCCCCC(=O)OCC(CCCCCCCC)CCCCCC)CCCCCCCCCC)C